C1(=CC=CC=C1)N1C(=O)C2C3C=CC(C2C1=O)C3 N-phenyl-bicyclo[2.2.1]hept-5-ene-2,3-dicarboximide